C(C)(C)(C)O[C@@H](C(C(=O)O)NC(=O)OCC1C2=CC=CC=C2C=2C=CC=CC12)C (3R)-3-tert-butoxy-2-(9H-fluoren-9-ylmethoxycarbonylamino)butanoic acid